N[C@H]1[C@@H](C1)C1=CC=C(C=C1)NC(C(CC1CCCCC1)NC(OCC1=CC=CC=C1)=O)=O trans-benzyl 1-(4-(2-aminocyclopropyl)phenylamino)-3-cyclohexyl-1-oxopropan-2-ylcarbamate